CC1(CCN(CC1)CCCOC1=CC=CC=N1)C 6-(3-(4,4-dimethylpiperidin-1-yl)propoxy)pyridine